Lithium behenat C(CCCCCCCCCCCCCCCCCCCCC)(=O)[O-].[Li+]